3-chloro-4'-methyl-[1,1'-biphenyl]-2-ol ClC1=C(C(=CC=C1)C1=CC=C(C=C1)C)O